4-(Dimethylamino)-1-((1-methyl-1H-imidazol-4-yl)methyl)-7-(trifluoromethyl)quinazolin-2(1H)-one CN(C1=NC(N(C2=CC(=CC=C12)C(F)(F)F)CC=1N=CN(C1)C)=O)C